ClC(C=CC(F)(F)F)(F)F 1-chloro-1,1,4,4,4-pentafluoro-2-butene